N-(3-(hydroxymethyl)phenyl)-2-(3-chlorophenyl)acetamide OCC=1C=C(C=CC1)NC(CC1=CC(=CC=C1)Cl)=O